Methyl-2,6-dihydroxy-2'-(2-hydroxypropan-2-yl)-5'-(methyl-d3)-4-pentyl-1',2',3',4'-tetrahydro-[1,1'-biphenyl]-3-carboxylate COC(=O)C=1C(=C(C(=CC1CCCCC)O)C1C(CCC(=C1)C([2H])([2H])[2H])C(C)(C)O)O